N-(3-(4-morpholino-6-(1H-pyrrolo[2,3-c]pyridin-4-yl)thieno[3,2-d]pyrimidin-2-yl)phenyl)nicotinamide ethyl-3-acetyl-1-((3,3-difluorocyclobutyl)methyl)-4-methyl-1H-pyrazole-5-carboxylate C(C)OC(=O)C1=C(C(=NN1CC1CC(C1)(F)F)C(C)=O)C.O1CCN(CC1)C=1C2=C(N=C(N1)C=1C=C(C=CC1)NC(C1=CN=CC=C1)=O)C=C(S2)C2=C1C(=CN=C2)NC=C1